(R)-N-(7-chloro-6-(1-(oxetan-3-yl)piperidin-4-yl)isoquinolin-3-yl)spiro[2.2]pentane-1-carboxamide ClC1=C(C=C2C=C(N=CC2=C1)NC(=O)[C@@H]1CC12CC2)C2CCN(CC2)C2COC2